CS(=O)(=O)CCN1C(=NC2=C1C=CC(=C2)C(=O)O)NC=2OC1=C(N2)C=CC(=C1)OC(F)(F)F 1-(2-(methylsulfonyl)ethyl)-2-((6-(trifluoromethoxy)benzo[d]oxazol-2-yl)amino)-1H-benzo[d]imidazole-5-carboxylic acid